2,6-dichloro-3-fluorobenzeneethanol methyl-2-(3-benzyl-3-azabicyclo[3.2.1]oct-8-yl)-7-chloro-2,4-dimethylbenzo[d][1,3]dioxan-5-carboxylate CC1(C2=C(OC(O1)(C)C1C3CN(CC1CC3)CC3=CC=CC=C3)C=C(C=C2C(=O)OCCC2=C(C(=CC=C2Cl)F)Cl)Cl)C